(R)-2-(4-(6-((4-cyano-2-fluorobenzyl)oxy)pyridin-2-yl)-2,5-difluorobenzyl)-1-(tetrahydrofuran-3-yl)-1H-benzo[d]imidazole-6-carboxylic acid C(#N)C1=CC(=C(COC2=CC=CC(=N2)C2=CC(=C(CC3=NC4=C(N3[C@H]3COCC3)C=C(C=C4)C(=O)O)C=C2F)F)C=C1)F